ethane bis(hexafluorophosphate) F[P-](F)(F)(F)(F)F.F[P-](F)(F)(F)(F)F.CC